1-(1-(1-(propylsulfonyl)pyrrolidin-3-yl)-1,6-dihydroimidazo[4,5-d]pyrrolo[2,3-b]pyridin-2-yl)ethanol C(CC)S(=O)(=O)N1CC(CC1)N1C(=NC=2C1=C1C(=NC2)NC=C1)C(C)O